N1C(=CC=C1)C=C1C(NC2=CC=C(C=C12)NCC1=C(C#N)C=C(C=C1)F)=O (((3-((1H-pyrrol-2-yl)methylene)-2-oxoindolin-5-yl)amino)methyl)-5-fluorobenzonitrile